[Cl-].[Cl-].C[Si](=[Zr+2](C1C(=CC2=C(C=C(C=C12)C(C)(C)C)C1=CC=CC=C1)C)C1C(=CC2=C(C(=C(C=C12)C(C)(C)C)OC)C1=CC=CC=C1)C)C dimethylsilylene[2-methyl-4-phenyl-5-methoxy-6-tert-butyl-indenyl](2-methyl-4-phenyl-6-tert-butylindenyl)zirconium dichloride